CN(CCN(C)C)C N,N,N',N'-tetramethylethylendiamine